F[C@H]1[C@]2(C=C[C@@H](C[C@@H]1OC1=CC=C(N=N1)C1=C(C=C(C=C1)N1N=NC=C1)O)N2C)C 2-(6-(((1R,2S,3S,5R)-2-fluoro-1,8-dimethyl-8-azabicyclo[3.2.1]oct-6-en-3-yl)oxy)pyridazin-3-yl)-5-(1H-1,2,3-triazol-1-yl)phenol